BrC1=CN(C2=CC=C(C=C12)C(=O)OC)C(=O)OC(C)(C)C 1-tert-butyl 5-methyl 3-bromo-1H-indole-1,5-dicarboxylate